1-(2-aminobenzo[d]thiazol-6-yl)-3-(4-chlorophenyl)urea NC=1SC2=C(N1)C=CC(=C2)NC(=O)NC2=CC=C(C=C2)Cl